(R)-3-((S)-6-(1-(4-fluorobenzyl)-1H-pyrazole-4-carbonyl)-2,6-diazaspiro[3.4]octane-8-carbonyl)-4-phenyloxazolidin-2-one FC1=CC=C(CN2N=CC(=C2)C(=O)N2CC3(CNC3)[C@@H](C2)C(=O)N2C(OC[C@H]2C2=CC=CC=C2)=O)C=C1